benzyl N-[(3R)-3-{[6-fluoro-3-iodo-1-(oxan-2-yl)-1H-indazol-5-yl]oxy}butyl]carbamate FC1=C(C=C2C(=NN(C2=C1)C1OCCCC1)I)O[C@@H](CCNC(OCC1=CC=CC=C1)=O)C